C(C)N(CCCOC(=O)OCC(COC(CCCCCCC\C=C/C\C=C/CCCCC)=O)COC(CCCCCC(CCCCCC)CCCCCC)=O)CC (9Z,12Z)-3-(((3-(diethylamino)propoxy)carbonyl)oxy)-2-(((7-hexyltridecanoyl)oxy)methyl)propyloctadeca-9,12-dienoate